4-benzylthio-6-nitro-1-((2-(trimethylsilyl)ethoxy)methyl)-benzimidazol-2-ylcyanide C(C1=CC=CC=C1)SC1=CC(=CC=2N(C(=NC21)C#N)COCC[Si](C)(C)C)[N+](=O)[O-]